[3-[5,7-difluoro-2-(4-fluorophenyl)-1H-indol-3-yl]-2,2-difluoro-propyl]acetamide FC=1C=C2C(=C(NC2=C(C1)F)C1=CC=C(C=C1)F)CC(CCC(=O)N)(F)F